NC=1C=2N(C3=CC(=CC=C3N1)C(=O)N1[C@H]3C4=C(O[C@@H](CC1)C3)C=C(C=C4)C(F)(F)F)C=NC2 (4-aminoimidazo[1,5-a]quinoxalin-8-yl)((2S,6R)-9-(trifluoromethyl)-3,4-dihydro-2H-2,6-methanobenzo[b][1,5]oxazocin-5(6H)-yl)methanone